C(C)(C)(C)OC(=O)N1CC2CC2(CC1)C1=CN(C2=NC=C3C(=C21)N(C(N3C)=O)C(C)C)S(=O)(=O)C3=CC=CC=C3 6-(1-isopropyl-3-methyl-2-oxo-6-(phenylsulfonyl)-1,2,3,6-tetrahydroimidazo[4,5-d]Pyrrolo[2,3-b]Pyridin-8-yl)-3-azabicyclo[4.1.0]Heptane-3-carboxylic acid tert-butyl ester